OCCOC1CC(NC(C1)(C)C)(C)C 4-(2'-Hydroxyethoxy)-2,2,6,6-tetramethylpiperidine